NN1C(=NC(=C1C(=O)N)C1=CC=C(C=C1)C(NC1=NC=CC(=C1)CC)=O)[C@H]1N(CCCC1)C(\C(=C\C(C)C)\C#N)=O (S,E)-1-Amino-2-(1-(2-cyano-4-methylpent-2-enoyl)piperidin-2-yl)-4-(4-((4-ethylpyridin-2-yl)carbamoyl)phenyl)-1H-imidazol-5-carboxamid